5-Methyl-N-(4-sulfamoylphenethyl)isoxazole-3-carboxamide CC1=CC(=NO1)C(=O)NCCC1=CC=C(C=C1)S(N)(=O)=O